Cl.NC(CCC=1C=C(C=CC1)C1=CC(=CC(=C1)C(=O)O)C(=O)O)C(=O)O 3'-(3-amino-3-carboxypropyl)-3,5-dicarboxy-1,1'-biphenyl hydrochloride